4,4,4-trifluorobutyrate FC(CCC(=O)[O-])(F)F